3-((6-(Chloromethyl)-4-fluoropyridazin-3-yl)amino)piperidine-2,6-dione ClCC1=CC(=C(N=N1)NC1C(NC(CC1)=O)=O)F